C1(CC1)CN1N=CC(=C1)C=1C=CC2=C(N(C(CC(=C2)C=2OC(=CN2)C)=O)CC2=CC=C(C=C2)OC)C1 8-(1-(cyclopropylmethyl)-1H-pyrazol-4-yl)-1-(4-methoxybenzyl)-4-(5-methyloxazol-2-yl)-1,3-dihydro-2H-benzo[b]azepin-2-one